O1CCOC2=C1C=CC(=C2)[C@H]2N(CC[C@@H]2NS(=O)(=O)C2CC2)CC=2C=C(C=C1C=CNC21)F |r| N-[rac-(2R,3S)-2-(2,3-Dihydro-[1,4]benzodioxin-6-yl)-1-[(5-fluoro-1H-indol-7-yl)-methyl]-pyrrolidin-3-yl]-cyclopropanesulfonic acid amide